2-((1S,2R,4R)-bicyclo[2.2.1]Hept-2-yl)-6-phenyl-N4-(pyridin-4-yl)-1,3,5-triazine-2,4-diamine [C@H]12[C@@H](C[C@H](CC1)C2)C2(NC(=NC(=N2)NC2=CC=NC=C2)C2=CC=CC=C2)N